Cl.NC=1C(=C(C=CC1)CC(=O)N(C)C)OC 2-(3-amino-2-methoxyphenyl)-N,N-dimethyl-acetamide hydrochloride